C(C1=CC(=NC=C1C(C(C)C)([2H])[2H])C1=CC=CC=C1)([2H])([2H])[2H] 4-(methyl-d3)-5-(2-methylpropyl-1,1-d2)-2-phenylpyridine